The molecule is an organosulfur heterocyclic compound isolated from the ascidian Lissoclinum badium. It has been shown to exhibit cytotoxicity against human cancer cell lines. It has a role as an animal metabolite, a marine metabolite and an antineoplastic agent. It is an aromatic ether, an aryl sulfide, a tertiary amino compound, an organic heterotetracyclic compound and an organosulfur heterocyclic compound. CN(C)CCC1=C2C(=C(C(=C1SC)OC)OC)SC3=C(C(=C(C(=C3SSC4=C(C(=C(C(=C4S2)OC)OC)SC)CCN(C)C)CCN(C)C)SC)OC)OC